C(C)(C)(C)OC(=O)NC(C1=NC=2N(C(N(C(C2N1C)=O)CC=1N(C2=CC=CC(=C2C1)Cl)C(=O)OC(C)(C)C)=O)C)C1CCC1 tert-butyl 2-((8-(((tert-butoxycarbonyl)amino) (cyclobutyl)methyl)-3,7-dimethyl-2,6-dioxo-2,3,6,7-tetrahydro-1H-purin-1-yl)methyl)-4-chloro-1H-indole-1-carboxylate